1-(methoxy(methyl)amino-4-methyl-1-oxopentan-2-yl)(methyl)carbamate COC(C(CC(C=O)CNC([O-])=O)C)NC